C1=CC=C2C(=C1)C=C(O2)C#N benzofurancarbonitrile